C(C)OC1=NC=CC=C1C1=NC(=C(C=C1)N1C2[C@]3(CC1)[C@H](NCC3C(=O)OC(C)(C)C)CC2)C(N[C@H]2CN(CC2)C)=O tert-butyl (3aS,5aS,8aR)-6-(2'-ethoxy-6-(((R)-1-methylpyrrolidin-3-yl)carbamoyl)-[2,3'-bipyridin]-5-yl)octahydrocyclopenta[2,1-b:5,1-b']dipyrrole-3(3aH)-carboxylate